1-(3-Methoxythiophene-2-yl)-N-((9-(pyridin-2-yl)-6-oxaspiro[4.5]decan-9-yl)methyl)methanamine hydrochloride Cl.COC1=C(SC=C1)CNCC1(CCOC2(CCCC2)C1)C1=NC=CC=C1